2-[METHYL(PHENYL)AMINO]ACETALDEHYDE CN(CC=O)C1=CC=CC=C1